dithio-formic acid C(=S)S